C[C@H]1[C@@H]([C@H]([C@H]([C@@H](O1)OC2=C(C=C(C3=C2OC(=C(C3=O)O)C4=CC(=C(C=C4)O)O)O)O)O)O)O The molecule is a monosaccharide derivative that consists of gossypetin substituted by a 6-deoxy-alpha-L-mannopyranosyl moiety at position 8 via a glycosidic linkage. It is a monosaccharide derivative, a 7-hydroxyflavonol, a pentahydroxyflavone, an alpha-L-rhamnoside and a glycosyloxyflavone. It derives from a gossypetin.